The molecule is an aryl sulfate that is 2-aminophenol in which the phenolic hydrogen has been replaced by a sulfo group. It is an aryl sulfate and a substituted aniline. It derives from a 2-aminophenol. It is a conjugate acid of a 2-aminophenyl sulfate. C1=CC=C(C(=C1)N)OS(=O)(=O)O